[Na+].O1CCN(CC1)CCS(=O)(=O)[O-] 2-morpholinoethanesulfonic acid sodium salt